[Si](C1=CC=CC=C1)(C1=CC=CC=C1)(C(C)(C)C)OC[C@@H]1CCCC(CN1)=O (S)-7-(((tert-Butyldiphenylsilyl)oxy)methyl)azepan-3-one